CC12CC(NC2C1)C(=O)NCCC1=CC=NC=C1 5-methyl-N-(2-(pyridin-4-yl)ethyl)-2-azabicyclo[3.1.0]hexane-3-carboxamide